6-(isopropyl(methyl)amino)-2-(6-(5-methyl-5,6-dihydro-8H-[1,2,4]triazolo[3,4-c][1,4]oxazin-3-yl)pyridin-2-yl)-4-((methylamino)methyl)-2,3-dihydro-1H-pyrrolo[3,4-c]pyridin-1-one C(C)(C)N(C1=CC2=C(C(=N1)CNC)CN(C2=O)C2=NC(=CC=C2)C2=NN=C1COCC(N12)C)C